CC1=CC=C(C=C1)SN1C(C=2C(C1=O)=CC=CC2)=O N-(p-methylphenylsulfanyl)phthalimide